NC1=NC=NN2C1=C(C(=N2)C2=CC=C(C=C2)NC(C(=C)F)=O)C2=CC(=C(C=C2)OC2CCCCC2)F N-(4-(4-amino-5-(4-(cyclohexyloxy)-3-fluorophenyl)pyrazolo[5,1-f][1,2,4]triazin-6-yl)phenyl)-2-fluoroacrylamide